[N+](=O)([O-])C1=C2C(=C(C(=NC2=CC=C1)CCC)C(=O)OCC)CCC(=O)O 3-[5-nitro-3-(ethoxycarbonyl)-2-propylquinolin-4-yl]propanoic acid